(S)-N5-(tert-butyl)-N7-methyl-3-phenyl-2,3-dihydrobenzofuran-5,7-dicarboxamide C(C)(C)(C)NC(=O)C=1C=C(C2=C([C@@H](CO2)C2=CC=CC=C2)C1)C(=O)NC